N[C@H](C(=O)NN(CCC(=O)N)C(CCl)=O)CC(C)C 3-[[[(2S)-2-amino-4-methyl-pentanoyl]amino]-(2-chloroacetyl)amino]propionamide